4-(7-fluorobenzothiazol-2-yl)aniline FC1=CC=CC=2N=C(SC21)C2=CC=C(N)C=C2